(S)-2-(4'-(2-methylpiperazin-1-yl)spiro[cyclobutane-1,5'-pyrrolo[2,3-d]pyrimidin]-7'(6'H)-yl)isonicotinonitrile C[C@@H]1N(CCNC1)C=1C2=C(N=CN1)N(CC21CCC1)C=1C=C(C#N)C=CN1